(1,2,4-tri-n-propyl-cyclopentadienyl)tris(dimethylamino)zirconium C(CC)C1(C(=CC(=C1)CCC)CCC)[Zr](N(C)C)(N(C)C)N(C)C